FC1=CC=C(C(=N1)C)OC1=C(C(=O)NC2=CC(=CC=C2)S(=O)(=N)CCC(C)(C)O)C(=C(C=N1)C(F)(F)F)C 2-((6-fluoro-2-methylpyridin-3-yl)oxy)-N-(3-(3-hydroxy-3-methylbutylsulfonimidoyl)phenyl)-4-methyl-5-(trifluoromethyl)nicotinamide